7-[1-[(tert-Butoxycarbonylamino)methyl]cyclopentyl]-2-chloro-pyrrolo[2,3-d]pyrimidine-6-carboxylic acid C(C)(C)(C)OC(=O)NCC1(CCCC1)N1C(=CC2=C1N=C(N=C2)Cl)C(=O)O